ClC1=NC(=CC(=C1)C1(COC1)CC(CO)O)Cl 3-[3-(2,6-dichloropyridin-4-yl)oxetan-3-yl]propane-1,2-diol